O1C=CC2=C1C(=CC=C2)C2=NN(C(=C2C(F)(F)F)C(=O)O)CCN(C)C 3-(benzofuran-7-yl)-1-(2-(dimethylamino)ethyl)-4-(trifluoromethyl)-1H-pyrazole-5-carboxylic acid